[3-fluoro-4-(pyridin-3-yl)phenyl]-3,6-dihydro-2H-1,3,4-oxadiazin-2-one FC=1C=C(C=CC1C=1C=NC=CC1)N1C(OCC=N1)=O